C(#N)C1=C(C=CC(=C1)N1C=C(C=C1)C=O)/N=C/N(C)C (E)-N'-(2-cyano-4-(3-formyl-1H-pyrrol-1-yl)phenyl)-N,N-dimethylformamidine